1-(1-methylcyclopropyl)-6-oxo-1,6-dihydropyridine-3,4-dicarboxylic acid dimethyl ester COC(=O)C1=CN(C(C=C1C(=O)OC)=O)C1(CC1)C